(5-(1H-pyrrolo[2,3-B]pyridin-4-yl)thiazol-2-yl)-3,6-diazabicyclo[3.1.1]heptane-6-carboxylic acid tert-butyl ester C(C)(C)(C)OC(=O)N1C2CNCC1(C2)C=2SC(=CN2)C2=C1C(=NC=C2)NC=C1